[[2-(trifluoromethyl)cyclopropanecarbonyl]amino]benzamide FC(C1C(C1)C(=O)NC1=C(C(=O)N)C=CC=C1)(F)F